BrC1=CC(=C(C=C1)C(C=CC1=CC(=C(C=C1)O)CN(C)C)=O)N1CCN(CC1)C 1-[4-Bromo-2-(4-methyl-piperazin-1-yl)phenyl]-3-[3-[(dimethylamino)methyl]-4-hydroxyphenyl]prop-2-en-1-one